COC=1C=C(C=O)C=C(N1)OC 2,6-DIMETHOXYISONICOTINALDEHYDE